tert-Butyl (3aS,7aR)-6-(4,6-dimethylpyrimidin-2-yl)octahydro-1H-pyrrolo[2,3-c]pyridine-1-carboxylate CC1=NC(=NC(=C1)C)N1C[C@H]2[C@@H](CC1)CCN2C(=O)OC(C)(C)C